1-benzyl-4-(5-fluoro-2-pyridyl)piperidine-4-carbonitrile C(C1=CC=CC=C1)N1CCC(CC1)(C#N)C1=NC=C(C=C1)F